O=C1N2C(CN(C3=C1C=CC=C3)C(=O)[O-])CC(=C2)\C=C\C 5-oxo-2-((E)-prop-1-en-1-yl)-11,11a-dihydro-pyrrolo[2,1-c][1,4]benzodiazepine-10(5H)-carboxylate